2-(4-fluorophenyl)-2-methylpropanenitrile FC1=CC=C(C=C1)C(C#N)(C)C